OCNC(=O)N (Hydroxymethyl)Urea